2-(cyano-(2,6-difluoro-4-pyridyl)-amino)-5-methyl-N-spiro[3.4]octan-3-yl-thiazole-4-carboxamide C(#N)N(C=1SC(=C(N1)C(=O)NC1CCC12CCCC2)C)C2=CC(=NC(=C2)F)F